(19R)-3-(cyclopropylmethyl)-16-fluoro-10,19-dimethyl-11,20-dioxa-3,4,9,23-tetraazapentacyclo[19.3.1.02,6.08,12.013,18]pentacosa-1(24),2(6),4,8(12),9,13,15,17,21(25),22-decaen-22-amine C1(CC1)CN1C=2C3=CN=C(C(O[C@@H](C4=CC(=CC=C4C=4OC(=NC4CC2C=N1)C)F)C)=C3)N